Cl.COC([C@@H](N)CC(=O)OC)=O L-Aspartic acid dimethyl ester hydrochloride